C1(CC1)CNC1CCC2=NC(=CC=C21)C(F)(F)F N-(cyclopropylmethyl)-2-(trifluoromethyl)-6,7-dihydro-5H-cyclopenta[b]pyridin-5-amine